(2-fluoro-3-methoxy-6-(4H-1,2,4-triazol-4-yl)phenyl)methanamine FC1=C(C(=CC=C1OC)N1C=NN=C1)CN